ClC=1C=C2C3=CC=CC4=C(C=CC(C2=CC1)=C43)C=4C=CC(=NC4)C4=CC=CC=C4 5-(8-chloro-fluoranthen-3-yl)-2-phenyl-pyridine